FC(C1=C(C=C(C=C1F)C1=C(C=C(C=C1)C1=CC=C(C=C1)CCC)F)F)(OC1=CC(=C(C(=C1)F)F)F)F 4-[difluoro(3,4,5-trifluorophenoxy)methyl]-3,5,2'-trifluoro-4''-propyl[1,1':4',1'']terphenyl